NC1=C(C(N(C(N1)=O)CC#C)=O)NC(CCC1=C(C=CC=C1)I)=O N-(6-Amino-2,4-dioxo-3-(prop-2-yn-1-yl)-1,2,3,4-tetrahydropyrimidin-5-yl)-3-(2-iodo-phenyl)propanamide